2,4-Diphenyl-6-(4'-(3,5,6-triphenylpyrazin-2-yl)-[1,1'-biphenyl]-3-yl)-1,3,5-triazine C1(=CC=CC=C1)C1=NC(=NC(=N1)C1=CC=CC=C1)C=1C=C(C=CC1)C1=CC=C(C=C1)C1=NC(=C(N=C1C1=CC=CC=C1)C1=CC=CC=C1)C1=CC=CC=C1